N-methyl-N-(2-(pyridin-3-ylethynyl)phenyl)acrylamide CN(C(C=C)=O)C1=C(C=CC=C1)C#CC=1C=NC=CC1